COC(C[C@@H](C#N)C1=CC=C(C=C1)C)=O.FC(OC1=CC=C(C=C1)C1=CC=C(C=N1)\C=C/1\C(NC(S1)=O)=O)(F)F (Z)-5-((6-(4-(trifluoromethoxy)phenyl)pyridin-3-yl)methylene)thiazolidine-2,4-dione (R)-methyl-3-(4-tolyl)-3-cyanopropionate